FN1C2(CC(C3=CC=CC=C13)=O)CCN(CC2)C(=O)NCC2=CC(=C(C=C2)F)C(NC2CC(C2)O)=O fluoro-N-(4-fluoro-3-((3-hydroxycyclobutyl)carbamoyl)benzyl)-4'-oxo-3',4'-dihydro-1'H-spiro[piperidine-4,2'-quinoline]-1-carboxamide